(S,S)-(+)-N,N'-dimethyl-1,2-cyclohexanediamine CN[C@H]1CCCC[C@@H]1NC